BrCCCCCCCCCC(=O)OC methyl 10-bromodecanoate